N-{6-[2-methyl-4-(methylamino)phenoxy]pyridin-3-yl}-4-(trifluoromethyl)benzamide CC1=C(OC2=CC=C(C=N2)NC(C2=CC=C(C=C2)C(F)(F)F)=O)C=CC(=C1)NC